3,6-dibromoethyl-carbazole BrC=1C=C(C=2NC3=CC=C(C=C3C2C1)Br)CC